1-(3-(7-(2-fluoro-4-(pyridin-2-yloxy)phenyl)pyrrolo[1,2-c]pyrimidin-5-yl)pyrrolidin-1-yl)prop-2-en-1-one FC1=C(C=CC(=C1)OC1=NC=CC=C1)C1=CC(=C2N1C=NC=C2)C2CN(CC2)C(C=C)=O